5-(2-Mercapto)ethyluridin SCCC=1C(NC(N([C@H]2[C@H](O)[C@H](O)[C@@H](CO)O2)C1)=O)=O